NC=1N=C(SC1C(C1=CC=C(C=C1)OC)=O)N(C1=CC=C(C=C1)F)C(C(=O)N)CC {[4-amino-5-(4-methoxybenzoyl)-1,3-thiazol-2-yl](4-fluorophenyl)amino}butanamide